1-((4-ethoxy-2-fluorophenyl)amino)-6-methylisoquinoline C(C)OC1=CC(=C(C=C1)NC1=NC=CC2=CC(=CC=C12)C)F